4-(7-(5-((2,4-difluorophenyl)sulfonamido)-6-methoxypyridin-3-yl)naphthalene-1-yl)piperazine-1-carboxylic acid FC1=C(C=CC(=C1)F)S(=O)(=O)NC=1C=C(C=NC1OC)C1=CC=C2C=CC=C(C2=C1)N1CCN(CC1)C(=O)O